4-aminotryptophan NC=1C=CC=C2NC=C(C[C@H](N)C(=O)O)C12